3,8-bishydroxymethyl-tricyclo[5.2.1.02,6]decane OCC1C2C3CC(C(C2CC1)C3)CO